3-fluoro-indazole FC1=NNC2=CC=CC=C12